BrC1=CC=C(C(=O)C=2C(C(CCC2)CC(=O)O)=O)C=C1 2-[3-(4-bromobenzoyl)-2-oxo-3-cyclohexenyl]acetic acid